ClC=1C=C(C(=O)N[C@@H]2C[C@H](CC2)NC(OC(C)(C)C)=O)C=C(C1)F tert-butyl ((1S,3S)-3-(3-chloro-5-fluorobenzamido)cyclopentyl)carbamate